FC=1C=C(C=C(C1)C1OC1C=O)CCC(=O)OC methyl 3-(3-fluoro-5-(3-formyloxiran-2-yl)phenyl)propanoate